2-[4-(hydroxymethyl)phenyl]ethanol OCC1=CC=C(C=C1)CCO